methyl (1S,4R)-4-[[4-[(3,5-dichlorophenyl)carbamoyl]-1,3-dioxolane-4-carbonyl]amino]cyclopent-2-ene-1-carboxylate ClC=1C=C(C=C(C1)Cl)NC(=O)C1(OCOC1)C(=O)N[C@H]1C=C[C@H](C1)C(=O)OC